(1R,5S)-3-(7-(2-((tert-Butoxycarbonyl)amino)benzo[b]thiophen-4-yl)-6-chloro-2,8-difluoroquinazolin-4-yl)-3,8-diazabicyclo[3.2.1]octane-8-carboxylic acid tert-butyl ester C(C)(C)(C)OC(=O)N1[C@H]2CN(C[C@@H]1CC2)C2=NC(=NC1=C(C(=C(C=C21)Cl)C2=CC=CC=1SC(=CC12)NC(=O)OC(C)(C)C)F)F